(2R,3aS,6S,6aR)-6-[(2-amino-3,6-difluoroquinolin-7-yl)methyl]-2-(4-amino-7H-pyrrolo[2,3-d]pyrimidin-7-yl)hexahydro-3aH-cyclopenta[b]furan-3,3a-diol NC1=NC2=CC(=C(C=C2C=C1F)F)C[C@@H]1CC[C@]2([C@@H]1O[C@H](C2O)N2C=CC1=C2N=CN=C1N)O